5-(4-(6-phenylimidazo[1,2-a]pyridin-3-yl)pyrimidin-2-yl)-N2-(tetrahydro-2H-pyran-4-yl)pyridin-2,5-diamine C1(=CC=CC=C1)C=1C=CC=2N(C1)C(=CN2)C2=NC(=NC=C2)C2(CC=C(N=C2)NC2CCOCC2)N